2,4-dichloro-6-[3-oxabicyclo[4.1.0]heptan-6-yl]pyridine ClC1=NC(=CC(=C1)Cl)C12CCOCC2C1